[I-].C(C)OC(CCC(=O)OCNC(=O)C=1C=[N+](C=CC1)C)=O 3-({[(4-ethoxy-4-oxobutanoyl)oxy]methyl}carbamoyl)-1-methylpyridinium iodide